C12(CC3CC(CC(C1)C3)C2)NCC2=CC(=C(CSC3=C1CN(C(C1=CC=C3)=O)C3C(NC(CC3)=O)=O)C=C2)F 3-(4-((4-(((adamantan-1-yl)amino)methyl)-2-fluorobenzyl)thio)-1-oxoisoindolin-2-yl)piperidine-2,6-dione